thiochromic acid [Cr](=S)(=O)(O)O